CN1N=CC(=C1C)C(=O)N1CCC2(C(C2)CNC(=O)C2=CC=3C(=CN=CC3)O2)CC1 N-[[6-(1,5-dimethylpyrazole-4-carbonyl)-6-azaspiro[2.5]octan-2-yl]methyl]furo[2,3-c]pyridine-2-carboxamide